FC1(CCN(CC1)C=1N=CN(C1)C)F 4-(4,4-difluoropiperidin-1-yl)-1-methyl-1H-imidazole